C(C)(C)(C)OC(=O)N1[C@@H]2[C@@H]([C@@H](C[C@H]1CCC2)O)F |r| (±)-(1S,2S,3R,5R)-2-fluoro-3-hydroxy-9-azabicyclo[3.3.1]Nonane-9-carboxylic acid tert-butyl ester